COCC1=C(C=C(N)C=C1)N1CCN(CC1)C 4-(methoxymethyl)-3-(4-methylpiperazin-1-yl)aniline